tert-butyl N-(2-chloro-5,6,7,8-tetrahydroquinolin-5-yl)carbamate ClC1=NC=2CCCC(C2C=C1)NC(OC(C)(C)C)=O